CN(C1=CC=C(C=C1)C)CCO N-methyl-N-2-hydroxyethyl-para-toluidine